C(#N)C1=CC=C2C=CN(C2=C1)CC=1N=CN(C1)CCCCC(=O)OC methyl 5-(4-((6-cyano-1H-indol-1-yl)methyl)-1H-imidazol-1-yl)pentanoate